N-pentyl-glycine C(CCCC)NCC(=O)O